(R)-2-hydroxy-3-((S)-2-((1-(4-methoxybenzyl)-6-oxo-5-(trifluoromethyl)-1,6-Dihydropyridazin-4-yl)amino)propoxy)propionate O[C@@H](C(=O)[O-])COC[C@H](C)NC=1C=NN(C(C1C(F)(F)F)=O)CC1=CC=C(C=C1)OC